ClC1=CC(=C(CB2OC(C(O2)(C)C)(C)C)C=C1)F 2-(4-chloro-2-fluorobenzyl)-4,4,5,5-tetramethyl-1,3,2-dioxaborolane